2,5-bis(4-pyridyl)-1,4-xylene N1=CC=C(C=C1)C1=C(C=C(C(=C1)C)C1=CC=NC=C1)C